3-(2-fluoro-5-nitrophenylmethylene)-5-(4-pyridyl)-N-methyl-4-piperidone FC1=C(C=C(C=C1)[N+](=O)[O-])C=C1CN(CC(C1=O)C1=CC=NC=C1)C